ClC1=CC=C(C=C1)[C@@]1(N(C(C2=CC(=CC(=C12)F)C(CC)(C=1N=CN(C1)C)O)=O)CC1=CC=C(C=N1)C#N)OC[C@@H](C)O 6-{[(1R)-1-(4-chlorophenyl)-7-fluoro-5-[1-hydroxy-1-(1-methyl-1H-imidazol-4-yl)propyl]-1-[(2R)-2-hydroxypropoxy]-3-oxo-2,3-dihydro-1H-isoindol-2-yl]methyl}pyridine-3-carbonitrile